tert-butyl N-[(1S)-1-{[4-(hydroxymethyl)-2-(trifluoromethyl)phenyl]carbamoyl}ethyl]carbamate OCC1=CC(=C(C=C1)NC(=O)[C@H](C)NC(OC(C)(C)C)=O)C(F)(F)F